C(C)(C)NCC(COC=1C=C(C=CC1)C)O (isopropylamino)-3-(m-tolyloxy)propan-2-ol